N1(C=NC=C1)C=1C=CC(=C(C1)O)C=1N=NC(=CN1)/C=C\1/C[C@]2(CC[C@@H](C1)N2)C 5-(1H-imidazol-1-yl)-2-(6-((E)-((1R,5S)-1-methyl-8-azabicyclo[3.2.1]octan-3-ylidene)methyl)-1,2,4-triazin-3-yl)phenol